UREIDOPYRIMIDINONE C1=C(NC(=O)N=C1)NC(=O)N